BrC1=CC(=C(N(CC2=CC=C(C=C2)OC)CC2=CC=C(C=C2)OC)C=C1F)F 4-bromo-2,5-difluoro-N,N-bis[(4-methoxyphenyl)methyl]aniline